N-ethylcarbazole-2-formaldehyde C(C)N1C2=CC=CC=C2C=2C=CC(=CC12)C=O